N-(4-((6-(2-chloro-3,5-dimethoxy-phenyl)-2-((4-(4-ethylpiperazin-1-yl)phenyl)amino)-[1,2,4]triazolo[4',3':1,6]pyrido[2,3-d]pyrimidin-9-yl)methyl)phenyl)acrylamide ClC1=C(C=C(C=C1OC)OC)C1=CC2=C(N=C(N=C2)NC2=CC=C(C=C2)N2CCN(CC2)CC)N2C1=NN=C2CC2=CC=C(C=C2)NC(C=C)=O